ClC1=NNC=C1C=1C=C2C=CN(C(C2=CC1)=O)CC=1C=C(C(=O)NC2CCC(CC2)O)C=C(C1)F 3-((6-(3-Chloro-1H-pyrazol-4-yl)-1-oxoisoquinolin-2(1H)-yl)methyl)-5-fluoro-N-((1S,4S)-4-hydroxycyclohexyl)benzamide